[N+](=O)([O-])C1=C(C=CC(=C1)OC)OC 2-nitro-1,4-dimethoxybenzene